1-(3-(2-Aminoethoxy)-4-(4-(trifluoromethyl)piperidin-1-yl)phenyl)cyclohexane-1,4-diamine NCCOC=1C=C(C=CC1N1CCC(CC1)C(F)(F)F)C1(CCC(CC1)N)N